F[B-](F)(F)F.C1(=CC=CC2=CC=CC=C12)C[N+]1=C(C=CC=C1)C#N 1-(naphthylmethyl)-2-cyanopyridinium tetrafluoroborate